2-chloro-7-cyclopentyl-N,N-dimethyl-pyrrolo[2,3-d]-pyrimidine-6-carboxamide ClC=1N=CC2=C(N1)N(C(=C2)C(=O)N(C)C)C2CCCC2